(2R)-1-[8-methoxy-9-(1-methylpyrazol-3-yl)-1-thiazol-5-yl-5,6-dihydropyrrolo[2,1-a]isoquinoline-3-carbonyl]-2-methyl-pyrrolidine-2-carbonitrile COC=1C=C2CCN3C(C2=CC1C1=NN(C=C1)C)=C(C=C3C(=O)N3[C@](CCC3)(C#N)C)C3=CN=CS3